1,3-dimethoxytetramethyl-disiloxane CO[Si](O[Si](OC)(C)C)(C)C